tert-butyl (R)-4-(3-(4-bromo-3-(trifluoromethyl)phenoxy)butyl)piperidine-1-carboxylate BrC1=C(C=C(O[C@@H](CCC2CCN(CC2)C(=O)OC(C)(C)C)C)C=C1)C(F)(F)F